N-(2-thenylthioethyl)acetamide C1(=CC=CS1)CSCCNC(C)=O